3-[2,6-difluoro-3-[[isopropyl(methyl)sulfamoyl]amino]benzoyl]-5-[4-[4-(dimethoxymethyl)-1-piperidyl]phenyl]-1H-pyrrolo[2,3-b]pyridine FC1=C(C(=O)C2=CNC3=NC=C(C=C32)C3=CC=C(C=C3)N3CCC(CC3)C(OC)OC)C(=CC=C1NS(N(C)C(C)C)(=O)=O)F